ClC1=C(C=CC(=C1)NC=1C=2N(C=CN1)C(=CN2)C=2C(=NNC2)C(F)(F)F)C(=O)N2CC1(C2)CN(C1)C([C@H]1NCCC1)=O (S)-(2-chloro-4-((3-(3-(trifluoromethyl)-1H-pyrazol-4-yl)imidazo[1,2-a]pyrazin-8-yl)amino)phenyl)(6-prolyl-2,6-diazaspiro[3.3]heptan-2-yl)methanone